((R)-1-(3-amino-5-(trifluoromethyl)phenyl)ethyl)-7-methoxy-2-methyl-6-((R)-2-(oxetan-3-yloxy)propoxy)quinazolin-4-amine NC=1C=C(C=C(C1)C(F)(F)F)[C@@H](C)C1=C2C(=NC(=NC2=CC(=C1OC[C@@H](C)OC1COC1)OC)C)N